(R,E)-N-(4-((4-([1,2,4]triazolo[1,5-a]pyridin-7-yloxy)-2-methoxy-5-methylphenyl)amino)-7-fluoroquinazolin-6-yl)-2-fluoro-3-(1-methylpyrrolidin-2-yl)acrylamide N=1C=NN2C1C=C(C=C2)OC2=CC(=C(C=C2C)NC2=NC=NC1=CC(=C(C=C21)NC(/C(=C\[C@@H]2N(CCC2)C)/F)=O)F)OC